[2-amino-3-[10-(4,5-dimethoxy-2-methyl-3,6-dioxo-cyclohexa-1,4-dien-1-yl)decoxy]-3-oxopropyl] 6,7-dinitrooxyheptanoate [N+](=O)([O-])OC(CCCCC(=O)OCC(C(=O)OCCCCCCCCCCC1=C(C(C(=C(C1=O)OC)OC)=O)C)N)CO[N+](=O)[O-]